COC1=CC=C(C=C1)C(N1CN=C2C=C(C(=CC2=C1)F)F)C1=CC=C(C=C1)OC 3-(bis(4-methoxyphenyl)methyl)-6,7-difluoroquinazolin